ClC=1C=C2C(=CNC2=CC1)CCCNS(=O)(=O)C=1C=NC(=CC1)OCCCN1CCNCC1 N-(3-(5-chloro-1H-indol-3-yl)propyl)-6-(3-(piperazin-1-yl)propoxy)pyridine-3-sulfonamide